2-Methyl-5-((1-methylazetidin-2-yl)methoxy)-N-(3-(naphthalen-1-yl)oxetan-3-yl)benzamide CC1=C(C(=O)NC2(COC2)C2=CC=CC3=CC=CC=C23)C=C(C=C1)OCC1N(CC1)C